BrC=1C=C(C(=NC1)COC1OCCCC1)F 5-Bromo-3-fluoro-2-(((tetrahydro-2H-pyran-2-yl)oxy)methyl)pyridine